CC1=NC(=NC2=CC=CC=C12)CN1C(=O)N(C=2N=C(N(C2C1=O)CC#CC)N1C[C@@H](CCC1)N)C 1-[(4-methyl-quinazolin-2-yl)methyl]-3-methyl-7-(2-butyn-1-yl)-8-(3-(R)-amino-piperidin-1-yl)-xanthine